methyl-2-bromopropanoate COC(C(C)Br)=O